tert-butyl 4-(4-chloro-2-fluoro-anilino)piperidine-1-carboxylate ClC1=CC(=C(NC2CCN(CC2)C(=O)OC(C)(C)C)C=C1)F